C(C=C)OC([C@@H](N)CC(=O)O)=O L-aspartic acid 1-allyl ester